Octylamide Acrylate C(C=C)(=O)[O-].C(CCCCCCC)[NH-]